FC(C1=CC=C(CN2CCN(CC2)CC2=CC(=C(OC(C(=O)OCC)(C)C)C(=C2)C(F)(F)F)C)C=C1)(F)F Ethyl 2-(4-((4-(4-(trifluoromethyl)benzyl)piperazin-1-yl)methyl)-2-methyl-6-(trifluoromethyl)phenoxy)-2-methylpropanoate